C(CC)N(CCCCC(CCCCCCC(C(=O)[O-])C1CCCCCCCCCCCCCC1)(CCCCCCC(C(=O)[O-])C1CCCCCCCCCCCCCC1)O)CCC 7-(4-(dipropylamino)butyl)-7-hydroxytridecane-1,13-diylbis(2-cyclopentadecyl acetate)